4,4-difluoro-1-nitrosopyrrolidine-2-carboxylic acid FC1(CC(N(C1)N=O)C(=O)O)F